ClC=1C=C(C=CC1)[C@H]1C[C@](C(N([C@@H]1C1=CC=C(C=C1)Cl)[C@H](CS(=O)(=O)C(C)C)C(C)C)=O)(C)CC(=O)O 2-((3R,5R,6S)-5-(3-Chlorophenyl)-6-(4-chlorophenyl)-1-((S)-1-(isopropylsulfonyl)-3-methylbutan-2-yl)-3-methyl-2-oxopiperidin-3-yl)acetic acid